O=C1NC(=NC2=CC=CC=C12)NC1=CC=C(C(=O)N)C=C1 4-((4-oxo-3,4-dihydroquinazolin-2-yl)amino)benzamide